NCCNCCC[SiH](Cl)Cl N-(2-aminoethyl)-3-aminopropyl-dichlorosilane